CCCCCC=CCC=CCCCCCCCCC(CCCCCCCCC=CCC=CCCCCC)OC(CCCN(C)C)=O.C12CN(CC(CC1)C2)C2=C(C(=O)NN)C=CC(=C2)[N+](=O)[O-] 2-(3-azabicyclo[3.2.1]oct-3-yl)-4-nitrobenzoyl-hydrazine heptatriaconta-6,9,28,31-tetraen-19-yl-4-(dimethylamino)-butanoate